NC1=C(C=C(C=N1)NC(C(=O)N1[C@H](CN([C@@H](C1)C)C(C(C)C)=O)C=1C=CC2=C(N=CS2)C1)=O)C N-(6-amino-5-methyl-3-pyridyl)-2-[(2S,5R)-2-(1,3-benzothiazol-5-yl)-5-methyl-4-(2-methylpropanoyl)piperazin-1-yl]-2-oxo-acetamide